3-[5-(difluoromethyl)-1,3,4-oxadiazol-2-yl]-1-ethyl-N-(1-methylcyclopropyl)-2-oxobenzimidazole-5-sulfonamide FC(C1=NN=C(O1)N1C(N(C2=C1C=C(C=C2)S(=O)(=O)NC2(CC2)C)CC)=O)F